C[C@@]1(O[C@H]2C[C@@]34[C@H](C([C@H]([C@]2(O1)C)C4)(C)C)CC[C@H]3C)\C=C\C (1r,3s,5s,7r,8r,10s,13r)-5,7,9,9,13-pentamethyl-5-[(1E)-1-propen-1-yl]-4,6-dioxa-tetracyclo[6.5.1.01,10.03,7]tetradecane